1-(4-((3-methoxybenzyl)(4-morpholinobenzyl)amino)benzyl)piperazine-2,5-dione COC=1C=C(CN(C2=CC=C(CN3C(CNC(C3)=O)=O)C=C2)CC2=CC=C(C=C2)N2CCOCC2)C=CC1